7-fluoro-2-(1,1,2,2,2-pentafluoroethyl-sulfonyl)-5-phenyl-6,7-dihydro-5H-pyrrolo[1,2-b][1,2,4]triazole FC1CC(N2N=C(N=C21)S(=O)(=O)C(C(F)(F)F)(F)F)C2=CC=CC=C2